N1=CC=C2N1CCCN2C=2C=NC=1CCN(CC1C2)C2=NC=NC1=CC=C(C=C21)OC 4-[3-(6,7-dihydro-5H-pyrazolo[1,5-a]pyrimidin-4-yl)-7,8-dihydro-5H-1,6-naphthyridin-6-yl]-6-methoxy-quinazoline